1-(Cinnolin-4-yl)-N-(5-cyano-6-(2H-1,2,3-triazol-2-yl)pyridin-3-yl)-5-(trifluoromethyl)-1H-pyrazol-4-carboxamid N1=NC=C(C2=CC=CC=C12)N1N=CC(=C1C(F)(F)F)C(=O)NC=1C=NC(=C(C1)C#N)N1N=CC=N1